N-methyl-4-((2-methyl-1-oxo-1,2-dihydroisoquinolin-8-yl)amino)pyridazine-3-carboxamide CNC(=O)C=1N=NC=CC1NC=1C=CC=C2C=CN(C(C12)=O)C